CC1=C(C=2N(C=C1C1=C(C=3N=C(SC3N1)C1CCN(CC1)CC)C(C)C)N=CN2)C 5-(7,8-dimethyl-[1,2,4]triazolo[1,5-a]pyridin-6-yl)-2-(1-ethylpiperidin-4-yl)-6-isopropyl-4H-pyrrolo[3,2-d]thiazole